C(C)(C)(C)OC(=O)NCC1=CC=C(C=C1)NC(=O)C1=CC2=C(OCCC3=C2SC=C3)C=C1C1=C(CCCC1)C(=O)OCC ethyl 2-(9-((4-(((tert-butoxycarbonyl)amino)methyl)phenyl)carbamoyl)-4,5-dihydrobenzo[b]thieno[2,3-d]oxepin-8-yl)cyclohex-1-ene-1-carboxylate